O(S(=O)(=O)C(F)(F)F)C1=CC2CCC(C1)N2C 8-methyl-8-azabicyclo[3.2.1]oct-2-en-3-yl triflate